FC1(CCC(CC1)NC(=O)C1=C(N=NN1CCC(F)(F)F)C)F 4,4-difluorocyclohexyl(methyl)-1-(3,3,3-trifluoropropyl)-1H-1,2,3-triazole-5-carboxamide